C(C1CO1)OCCC[Si](C)(OC)OC 3-glycidyloxypropyl-(dimethoxy)-methylsilane